N12CC(C(CC1)C2)NC(=O)C2=C1N(C=3C=CC=CC23)CCC1 N-(1-azabicyclo[2.2.1]heptan-3-yl)-2,3-dihydro-1H-pyrrolo[1,2-a]indole-9-carboxamide